2,3-Dihydroxyacetophenone CC(=O)C1=C(C(=CC=C1)O)O